N-(4-(1-(4-bromophenyl)cyclopentyl)thiazol-2-yl)-3-(3-fluoro-4-(piperazin-1-yl)phenyl)azetidine-1-carboxamide BrC1=CC=C(C=C1)C1(CCCC1)C=1N=C(SC1)NC(=O)N1CC(C1)C1=CC(=C(C=C1)N1CCNCC1)F